ClC1=CC=2NC(=CC2S1)C(=O)N(C)[C@H]1CO[C@H](C=2NC(C=3C=C(C(=CC3C21)F)F)=O)O (R,R)-2-chloro-N-(8,9-difluoro-4-hydroxy-6-oxo-1,4,5,6-tetrahydro-2H-pyrano[3,4-c]isoquinolin-1-yl)-N-methyl-4H-thieno[3,2-b]pyrrole-5-carboxamide